BrC1=C(C(=C(C(=C1Br)Br)Br)Br)Br hexabromobenzene